(((S)-5-((S)-2-(4-(aminomethyl)-1-pyrazolyl)-3-phenylpropanamido)-1-carboxypentyl)carbamoyl)-L-glutamic acid NCC=1C=NN(C1)[C@H](C(=O)NCCCC[C@@H](C(=O)O)NC(=O)N[C@@H](CCC(=O)O)C(=O)O)CC1=CC=CC=C1